ClC=1C=CC(=C(CNCC2CCN(CC2)C(=O)OC(C)(C)C)C1)OCCC tert-butyl 4-(((5-chloro-2-propoxybenzyl)amino) methyl)piperidine-1-carboxylate